COC1=C2CCC(C(C2=CC(=C1OC)OC)C1=CC(=C(C=C1)OC)[N+](=O)[O-])=O 5,6,7-trimethoxy-1-(3-nitro-4-methoxyphenyl)-3,4-dihydronaphthalen-2(1H)-one